ClC=1C=C(C=CC1)C1=CC(=CC=C1)CC(=O)N1CC2=C(N=C(NC2=O)C2(CC2)C2=CC(=CC=C2)C(C)C)CC1 6-(2-(3'-chloro-[1,1'-biphenyl]-3-yl)acetyl)-2-(1-(3-isopropylphenyl)cyclopropyl)-5,6,7,8-tetrahydropyrido[4,3-d]pyrimidin-4(3H)-one